C(C1=CC=CC=C1)(=O)C=1C=C(C=CC1N)C1=CC(=C(N)C=C1)C(C1=CC=CC=C1)=O 3,3'-dibenzoylbenzidine